caprylic acid caprate OC(=O)CCCCCCCCC.C(CCCCCCC)(=O)O